3-chloro-5-(((1S,3S)-7-(difluoromethyl)-2,2,3-trifluoro-1-oxido-2,3-dihydrobenzo[b]-thiophen-6-yl)oxy)benzonitrile ClC=1C=C(C#N)C=C(C1)OC=1C=CC2=C([S@@](C([C@H]2F)(F)F)=O)C1C(F)F